C1(CC1)C(=O)N1CCC(CC1)CN1N=C2C3=C(C[C@H](C2=C1)C)OC(=C3C(F)(F)F)C(=O)NC[C@H]3OCCOC3 (4R)-2-{[1-(Cyclopropancarbonyl)piperidin-4-yl]methyl}-N-{[(2R)-1,4-dioxan-2-yl]methyl}-4-methyl-8-(trifluoromethyl)-4,5-dihydro-2H-furo[2,3-g]indazol-7-carboxamid